4-quinolinemethanol N1=CC=C(C2=CC=CC=C12)CO